BrC=1N=C2C(=NC1)N(C=C2C2=CC=C(C(=O)N(C[C@H]1COCC1)C)C=C2)S(=O)(=O)C2=CC=C(C)C=C2 (S)-4-(2-bromo-5-tosyl-5H-pyrrolo[2,3-b]pyrazin-7-yl)-N-methyl-N-((tetrahydrofuran-3-yl)methyl)benzamide